C(#N)C1=C(OC=2C=C3C(N(C=NC3=CC2)C2CC3(C2)CCN(CC3)C(CN3CCC(CC3)C3=C(C=C(C=C3)NC3C(NC(CC3)=O)=O)F)=O)=O)C=CC=C1NS(N(C)CC)(=O)=O 6-[2-cyano-3-[[ethyl(methyl)sulfamoyl]amino]phenoxy]-3-[7-[2-[4-[4-[(2,6-dioxo-3-piperidyl)amino]-2-fluoro-phenyl]-1-piperidyl]acetyl]-7-azaspiro[3.5]nonan-2-yl]-4-oxo-quinazoline